tert-butyl 5-(hydroxymethyl)-2-(methoxymethyl)piperidine-1-carboxylate OCC1CCC(N(C1)C(=O)OC(C)(C)C)COC